8-(hydroxymethyl)-5-(piperazin-1-yl)-2,3-dihydro-1,4-benzodioxine OCC1=CC=C(C2=C1OCCO2)N2CCNCC2